1-fluoro-N-[(1S)-2-[4-(4-methyl-1,2,4-triazol-3-yl)anilino]-1-[(1R)-7-[2-[(1R,4R)-2-oxa-5-azabicyclo[2.2.1]heptan-5-yl]-4-pyridyl]tetralin-1-yl]-2-oxo-ethyl]cyclopropanecarboxamide FC1(CC1)C(=O)N[C@H](C(=O)NC1=CC=C(C=C1)C1=NN=CN1C)[C@@H]1CCCC2=CC=C(C=C12)C1=CC(=NC=C1)N1[C@H]2CO[C@@H](C1)C2